C1(CC1)C1=NC2=CC=C(C=C2[C@@H]([C@H]1C)NC1=CC=CC=C1)C=1C=NN(C1)CC (2S,3R,4R)-2-cyclopropyl-6-(1-ethyl-1H-pyrazol-4-yl)-3-methyl-4-(phenylamino)-3,4-dihydroquinolin